O=C1C2=CC=CC=C2C(C=2C=CC(=CC12)C=O)=O 9,10-dioxo-9,10-dihydroanthracene-2-carbaldehyde